2-(2-(6-oxa-3-azabicyclo[3.1.1]heptan-3-yl)-5-ethyl-7-oxo-6-(piperazin-1-yl)-[1,2,4]triazolo[1,5-a]pyrimidin-4(7H)-yl)-N-(2-methyl-4-(trifluoromethyl)phenyl)acetamide C12CN(CC(O1)C2)C2=NN1C(N(C(=C(C1=O)N1CCNCC1)CC)CC(=O)NC1=C(C=C(C=C1)C(F)(F)F)C)=N2